ClC=1C=C2C3=C(NC2=CC1)[C@@H](N(CC3)C3=NC=CC(=N3)C(F)(F)F)CC3C=CCC3 (1S)-6-chloro-1-[(cyclopent-2-en-1-yl)methyl]-2-[4-(trifluoromethyl)pyrimidin-2-yl]-2,3,4,9-tetrahydro-1H-pyrido[3,4-b]indole